OC=1C=C(\C=C/2\C(C3=CC=CC(=C3C2)O)=O)C=CC1O (E)-2-(3,4-dihydroxybenzylidene)-4-hydroxy-2,3-dihydro-1H-inden-1-one